vinyl-3-butylimidazolium bromide [Br-].C(=C)C=1NC=C[N+]1CCCC